ethyl 4-(5-(3-((2-(4-ethoxy-4-oxobutanoyl)-5-methoxythieno[2,3-b]pyridin-6-yl)oxy)propoxy)-6-methoxyisoindolin-2-yl)-4-oxobutanoate C(C)OC(CCC(=O)C1=CC=2C(=NC(=C(C2)OC)OCCCOC=2C=C3CN(CC3=CC2OC)C(CCC(=O)OCC)=O)S1)=O